(4-azido-3,3-dimethyl-1-(N,N-dimethylamino-sulfonyl)-2-butoxycarbonyl)-L-lysine N(=[N+]=[N-])CC(C(CS(=O)(=O)N(C)C)OC(=O)N[C@@H](CCCCN)C(=O)O)(C)C